O=C1N(N=CC=C1CC)C1=CC=CC=C1 2-(3-oxo-2-phenyl-2,3-dihydropyridazin-4-yl)ethan